(R)-2-fluoro-4-((4-(3-methoxyprop-1-yn-1-yl)pyrimidin-2-yl)amino)-N-(8-methylisoquinolin-1-yl)-N-(piperidin-3-yl)benzamide FC1=C(C(=O)N([C@H]2CNCCC2)C2=NC=CC3=CC=CC(=C23)C)C=CC(=C1)NC1=NC=CC(=N1)C#CCOC